FC(C=1C=C2C(C=CO2)=C(C1C1=CC2=C(N=N1)N(CC2)[C@H]2[C@@H](COCC2)O)O)F 6-(difluoromethyl)-5-[7-[(3S,4R)-3-hydroxytetrahydropyran-4-yl]-5,6-dihydropyrrolo[2,3-c]pyridazin-3-yl]benzofuran-4-ol